ClCC(=O)N1CCC2(CC1)CCN(CC2)C(=O)C2(CC(OC(C2)C)C)NC2=CC=C(C=C2)Cl 2-chloro-1-(9-(4-((4-chlorophenyl)amino)-2,6-dimethyltetrahydro-2H-pyran-4-carbonyl)-3,9-diazaspiro[5.5]undecan-3-yl)ethan-1-one